1-(8-azabicyclo[3.2.1]octan-3-yl)pyrazole-4-carbaldehyde C12CC(CC(CC1)N2)N2N=CC(=C2)C=O